Bis(iso-butylamino)methylsilane C(C(C)C)NC(NCC(C)C)[SiH3]